C(=C)N1C=NC=C1 1-vinylimidazole